CNN(P([O-])(=O)N)NC N,N-dimethylamino-phosphorodiamidate